1-(2-(4-(ethylsulfonyl)piperazin-1-yl)propyl)-5-formyl-4-methyl-1H-indole-2-carbonitrile C(C)S(=O)(=O)N1CCN(CC1)C(CN1C(=CC2=C(C(=CC=C12)C=O)C)C#N)C